4-amino-7-{(1S)-1-[1-(2,4-difluorophenyl)-1H-pyrazol-4-yl]ethyl}-5-[2-(trifluoromethyl)pyrimidin-5-yl]pyrrolo[2,1-f][1,2,4]triazine-6-carbonitrile NC1=NC=NN2C1=C(C(=C2[C@@H](C)C=2C=NN(C2)C2=C(C=C(C=C2)F)F)C#N)C=2C=NC(=NC2)C(F)(F)F